C(C1=CC=CC=C1)(=O)OC(O)C1=CC=CC=C1 phenyl-(hydroxymethyl) benzoate